2-[2-(tert-Butoxy)ethyl]-6-{5-chloro-2-[(oxazin-4-yl)amino]pyrimidin-4-yl}-2,3-dihydro-1H-isoindol-1-one C(C)(C)(C)OCCN1C(C2=CC(=CC=C2C1)C1=NC(=NC=C1Cl)NC1=CNOC=C1)=O